3-chloro-4-[(2S)-2-(dimethylamino)-3-[(3S)-3-(2-methyl-1,3-thiazol-5-yl)-3-[1-(trifluoromethyl)cyclopropyl]propanamido]propyl]-2-fluorobenzamide ClC=1C(=C(C(=O)N)C=CC1C[C@@H](CNC(C[C@@H](C1(CC1)C(F)(F)F)C1=CN=C(S1)C)=O)N(C)C)F